ClC1=C(OCCCC(=O)NCC=2C=C3CN(C(C3=CC2)=O)C2C(NC(CC2)=O)=O)C(=CC(=C1)C(C)(C1=CC=C(C=C1)OCC1=NC(=NC=C1)SC)C)C#N 4-[2-chloro-6-cyano-4-[1-methyl-1-[4-[(2-methylsulfanylpyrimidin-4-yl)methoxy]phenyl]ethyl]phenoxy]-N-[[2-(2,6-dioxo-3-piperidyl)-1-oxo-isoindolin-5-yl]methyl]butanamide